CC(=C)C(C=C)=C 2-methyl-3-methylenepenta-1,4-diene